6-(piperidin-4-yloxy)quinoline hydrochloride Cl.N1CCC(CC1)OC=1C=C2C=CC=NC2=CC1